ClC1=C(C(=O)OC)C=C(C(=C1)O)C1=CSC=C1CCO methyl 2-chloro-4-hydroxy-5-(4-(2-hydroxyethyl)thiophen-3-yl)benzoate